C1(CC1)N(C1=C(C(=NC=N1)NCC1C(CN(CC1)CC(=O)N)O)F)CC=1C=NC(=CC1)C(C)(F)F 2-(4-(((6-(cyclopropyl((6-(1,1-difluoroethyl)pyridin-3-yl)methyl)amino)-5-fluoropyrimidin-4-yl)amino)methyl)-3-hydroxypiperidin-1-yl)acetamide